1-butyl-pyrazole hydrochloride Cl.C(CCC)N1N=CC=C1